ClC=1C2=C(C=NC1)SC(=N2)C2=C1N=CC(=NC1=CC(=C2)C)OC 7-chloro-2-(2-methoxy-7-methylquinoxalin-5-yl)thiazolo[5,4-c]pyridine